4-({(2R,5S)-5-[5-(4-fluorophenyl)-1,2,4-oxadiazol-3-yl]-2-methylpiperidin-1-yl}carbonyl)-2-methoxypyridine FC1=CC=C(C=C1)C1=NC(=NO1)[C@H]1CC[C@H](N(C1)C(=O)C1=CC(=NC=C1)OC)C